N1=C(C=NC=C1)CC 1-(pyrazin-2-yl)ethan